tert-butyl (exo)-3-({3-[5-fluoro-4-(1-methylpyrazol-4-yl)-1H-indazol-7-yl]-1,2,4-triazin-6-yl}(methyl)amino)-8-azabicyclo[3.2.1]octane-8-carboxylate FC=1C(=C2C=NNC2=C(C1)C=1N=NC(=CN1)N(C1CC2CCC(C1)N2C(=O)OC(C)(C)C)C)C=2C=NN(C2)C